CC1=CCC=CC1 1-methyl-1,4-cyclohexadien